[Mg].[P] phosphorus compound with magnesium